OCCC(C(C)(C1C(C)O1)C1C(C)O1)O 2-hydroxy-bis(1,2-epoxypropyl)ethyl-propanol